N1=CC=C(C=C1)C=1C=CC(=C(C1)O)C=1N=C2N(C=CC(=N2)C2CC(NC(C2)(C)C)(C)C)C1 5-(pyridin-4-yl)-2-(7-(2,2,6,6-tetramethylpiperidin-4-yl)imidazo[1,2-a]pyrimidin-2-yl)phenol